C(C1=CC=CC=C1)N1CCN(CC1)C(=O)C=1C2=C(SC1NC(C1=C(C=CC=C1)F)=O)CCCC2 N-(3-(4-Benzylpiperazin-1-carbonyl)-4,5,6,7-tetrahydrobenzo[b]thiophen-2-yl)-2-fluorobenzamid